ethyl 6-bromo-3-((3S,4S)-4-((tert-butylcarbonyl) amino)-3-methyl-2-oxa-8-azaspiro[4.5]dec-8-yl)-5-methylpyrazine-carboxylate BrC1=C(N=C(C(=N1)C(=O)OCC)N1CCC2([C@@H]([C@@H](OC2)C)NC(=O)C(C)(C)C)CC1)C